FC=1C=C(C=C(C1)F)C=1SC=C(N1)C[C@@H]1N(CC([C@@H]1NS(=O)(=O)CC)(F)F)C(=O)C1(CCC1)O |r| rac-N-[(2S,3R)-2-{[2-(3,5-difluorophenyl)-1,3-thiazol-4-yl]methyl}-4,4-difluoro-1-{1-hydroxycyclobutane-1-carbonyl}pyrrolidin-3-yl]ethanesulfonamide